(3,5-bis(2-hydroxyphenyl)-1H-1,2,4-triazol-1-yl)-4-chlorobenzoyl ketone OC1=C(C=CC=C1)C1=NN(C(=N1)C1=C(C=CC=C1)O)C1=C(C(=O)C(=O)C(C2=C(C=C(C=C2)Cl)N2N=C(N=C2C2=C(C=CC=C2)O)C2=C(C=CC=C2)O)=O)C=CC(=C1)Cl